C(C)NS(=O)(=O)C1=C(C=CC(=C1)NC1=CC=NN1C(C)C)C1=CN=C(S1)[C@@H]1CC[C@H](CC1)NC(OC(C)C)=O isopropyl trans-N-[4-[5-[2-(ethylsulfamoyl)-4-[(1-isopropyl-1H-pyrazol-5-yl)amino]phenyl]thiazol-2-yl]cyclohexyl]carbamate